C(C)OC(CCCOC1=C(C=C(C(=C1)Cl)C=1C=NC(=CC1C#N)C(F)(F)F)C(N(C)C1=C(C=CC=C1)OC)=O)=O 4-{5-chloro-4-(4-cyano-6-trifluoromethyl-pyridin-3-yl)-2-[(2-methoxy-phenyl)-methyl-carbamoyl]-phenoxy}-butyric acid ethyl ester